ClC1=CC=C(C=C1)C=1NC(=C(C1)C(=O)NCCN1CCN(CC1)C)C1=CC=CC=C1 (4-chlorophenyl)-N-(2-(4-methylpiperazin-1-yl)ethyl)-5-phenylAzole-4-carboxamide